OC1(CC=C(C=C1)C(C)(C1=CC=CC=C1)C1=CC=CC=C1)O 4,4-dihydroxy-2,2,2-triphenylethane